Hexyltrimethoxysilan-Hexyltriethoxysilan C(CCCCC)C(C)O[Si](OCC)(OCC)[SiH2]CCCCC(OC)(OC)OC